C(C)(=O)O[C@H]1[C@H](N(C[C@@H]1O)C(=O)OC(C)(C)C)CC1=CC=C(C=C1)C=1N=NN(C1Cl)C tert-butyl (2R,3S,4S)-3-(acetyloxy)-2-{[4-(5-chloro-1-methyl-1,2,3-triazol-4-yl)phenyl]methyl}-4-hydroxypyrrolidine-1-carboxylate